3-((3-chloro-5-(1,2-dimethoxypropan-2-yl)isoquinolin-8-yl)oxy)azetidine-1-carboxylic acid tert-butyl ester C(C)(C)(C)OC(=O)N1CC(C1)OC=1C=CC(=C2C=C(N=CC12)Cl)C(COC)(C)OC